4-cycloheptylpiperazine-1-carboxylic acid [(2s,3s,4e,6R)-2-[(2e,4e)-6-[2-[(3R)-3-hydroxypyrrolidin-1-yl] pyrimidin-4-yl] hept-2,4-dien-2-yl]-3-methyl-12-oxo-1-oxododec-4-en-6-yl] ester O[C@H]1CN(CC1)C1=NC=CC(=N1)C(/C=C/C=C(\C)/[C@@H](C=O)[C@H](\C=C\[C@@H](CCCCCC=O)OC(=O)N1CCN(CC1)C1CCCCCC1)C)C